NCC1(CCCCC1)NCC(F)(F)F (aminomethyl)-N-(2,2,2-trifluoroethyl)cyclohexan-1-amine